OC(C(=O)O)(C)C1=CC=CC=C1 2-hydroxy-2-phenylpropanoic acid